C(#N)C1(CC1)NS(=O)(=O)C1=CC=C2C3=C(N(C2=C1)C=1SC(=NN1)C(F)F)N=CN=C3N3[C@@H](CNCC3)C (R)-N-(1-cyanocyclopropyl)-9-(5-(difluoromethyl)-1,3,4-thiadiazol-2-yl)-4-(2-methylpiperazin-1-yl)-9H-pyrimido[4,5-b]indole-7-sulfonamide